cyanoacetyl-3,5-dimethylpyrazole C(#N)CC(=O)C=1C(=NNC1C)C